C(#N)C=1C=NN2C1C(=CC(=C2)C=2C=NN(C2C)C2CCN(CC2)C(=O)OC(C)(C)C)SC2=CC(N(C=C2)COCC[Si](C)(C)C)=O tert-butyl 4-[4-[3-cyano-4-[[2-oxo-1-(2-trimethylsilylethoxymethyl)-4-pyridyl]sulfanyl]pyrazolo[1,5-a]pyridin-6-yl]-5-methyl-pyrazol-1-yl]piperidine-1-carboxylate